[1-(2-{3,3-dimethyl-2-oxa-8-azaspiro[4.5]decan-8-yl}-3-fluorophenyl)ethanesulfonyl]-N,N-dimethylbenzene-1-sulfonamide CC1(OCC2(C1)CCN(CC2)C2=C(C=CC=C2F)C(C)S(=O)(=O)C2=C(C=CC=C2)S(=O)(=O)N(C)C)C